(5Z)-5-(1,3-benzothiazol-6-ylmethylene)-3-ethyl-2-methylsulfanyl-imidazol-4-one S1C=NC2=C1C=C(C=C2)\C=C/2\C(N(C(=N2)SC)CC)=O